(Z)-2-bromo-4-fluoro-N-hydroxybenzimidoyl chloride BrC1=C(/C(=N/O)/Cl)C=CC(=C1)F